Cl.FC1(OC2=C(O1)C=CC=C2N2CCNCC2)F 1-(2,2-difluorobenzo[d][1,3]dioxol-4-yl)piperazine hydrochloride